(2S)-2-amino-4-[[1-[(2R,3S,4S,5R)-3,4-dihydroxy-5-(hydroxymethyl)oxocyclopentan-2-yl]-2-oxopyrimidin-4-yl]amino]-4-oxobutanoic acid N[C@H](C(=O)O)CC(=O)NC1=NC(N(C=C1)[C@H]1C([C@@H]([C@@H]([C@H]1O)O)CO)=O)=O